Methoxy-2-(Methoxymethoxy)-4-nitrobenzene COC1=C(C=C(C=C1)[N+](=O)[O-])OCOC